C(C1=CC=CC=C1)OCCC(C#CC(CCC(F)(F)F)N)(F)F 9-(benzyloxy)-1,1,1,7,7-pentafluoronon-5-yn-4-amine